3-[2-(1-cyclopropyl-4,6-difluoro-1,3-benzodiazol-5-yl)ethynyl]-5-[(2-hydroxyethyl)amino]-1-[(3S,5R)-5-(methoxymethyl)-1-(prop-2-enoyl)pyrrolidin-3-yl]pyrazole-4-carboxamide C1(CC1)N1C=NC2=C1C=C(C(=C2F)C#CC2=NN(C(=C2C(=O)N)NCCO)[C@@H]2CN([C@H](C2)COC)C(C=C)=O)F